(4-(azepin-1-yl)-3-fluorophenyl)-5-methylthiazol-2-amine N1(C=CC=CC=C1)C1=C(C=C(C=C1)C=1N=C(SC1C)N)F